ClC1=C(C=C(C=C1)F)[C@@H]([C@H](C)C=1N(C(C(=C(N1)C(=O)NC=1C=NOC1)O)=O)C)C=1C(=NN(C1C)C)C 2-((1s,2s)-1-(2-chloro-5-fluorophenyl)-1-(1,3,5-trimethyl-1H-pyrazol-4-yl)propan-2-yl)-5-hydroxy-N-(isoxazol-4-yl)-1-methyl-6-oxo-1,6-dihydropyrimidine-4-carboxamide